(5-(azepan-4-ylmethyl)pyrazolo[1,5-a]pyridin-3-yl)dihydropyrimidine-2,4(1H,3H)-dione N1CCC(CCC1)CC1=CC=2N(C=C1)N=CC2N2C(NC(CC2)=O)=O